CC1C(OC(CS1)=O)=O 3-methyl-1,4-oxathiane-2,6-dione